C(CCCCCCC\C=C/CCCCCCCC)(=O)OCCOC(CCCCCCC\C=C/CCCCCCCC)=O Ethylenglycol dioleat